OC(CCCCCCCC(=O)OCCCCCCCCC)CCCCCCCC(=O)OCCCCCCCCC dinonyl 9-hydroxyheptadecanedioate